CC1=C2C=NNC2=CC(=C1)B(O)O 4-METHYL-1H-INDAZOLE-6-BORONIC ACID